1-(4-methoxybenzyl)-3-(2-(2-(o-tolyl)acetyl)-2-azaspiro[3.3]hept-6-yl)urea COC1=CC=C(CNC(=O)NC2CC3(CN(C3)C(CC3=C(C=CC=C3)C)=O)C2)C=C1